CC1(OCC(O1)CCCN(C=1SC=C(N1)C(=O)OC)C=1N=NC(=C(C1)C)\N=C\1/SC2=C(N1COCC[Si](C)(C)C)C=CC=C2)C methyl 2-[3-(2,2-dimethyl-1,3-dioxolan-4-yl)propyl-[5-methyl-6-[(Z)-[3-(2-trimethylsilylethoxymethyl)-1,3-benzothiazol-2-ylidene]amino]pyridazin-3-yl]amino]thiazole-4-carboxylate